tert-butyl 4-((1-(phenylsulfonyl)-1H-indol-3-yl)methylamino)butylcarbamate C1(=CC=CC=C1)S(=O)(=O)N1C=C(C2=CC=CC=C12)CNCCCCNC(OC(C)(C)C)=O